CC1C(OC(O1)=O)=CC(C)OCCC#N 3-((1-(5-methyl-2-oxo-1,3-dioxolan-4-ylidene)propan-2-yl)oxy)propanenitrile